2-(6-(cyclopentylamino)-4-(6-(4-methyl-4H-1,2,4-triazol-3-yl)-2-oxaspiro[3.3]heptan-6-yl)pyridin-2-yl)-6-(((1-methylcyclobutyl)amino)methyl)-4-(trifluoromethyl)isoindolin-1-one C1(CCCC1)NC1=CC(=CC(=N1)N1C(C2=CC(=CC(=C2C1)C(F)(F)F)CNC1(CCC1)C)=O)C1(CC2(COC2)C1)C1=NN=CN1C